OCCN(C(CO)(CO)CO)CCO 2-[bis-(2-hydroxyethyl)-amino]-2-hydroxymethyl-propane-1,3-diol